2-[1-(2-cyanophenyl)-1-[1-(2-methoxy-2-methylpropyl)pyrazol-4-yl]propan-2-yl]-5-methoxy-1-methyl-6-oxopyrimidine-4-carboxylic acid ethyl ester C(C)OC(=O)C=1N=C(N(C(C1OC)=O)C)C(C(C=1C=NN(C1)CC(C)(C)OC)C1=C(C=CC=C1)C#N)C